N-((1R,4R)-4-carbamoylcyclohexyl)-7-(3,4-dimethoxyphenyl)pyrazolo[1,5-a]pyrimidine-2-carboxamide C(N)(=O)C1CCC(CC1)NC(=O)C1=NN2C(N=CC=C2C2=CC(=C(C=C2)OC)OC)=C1